NC1=CC=NN1C1=NN=C(S1)NC(=O)C1=CC(=C(C(O1)=O)OC1CCC(CC1)O)C1=C(C=CC=C1OC)OC N-(5-(5-amino-1H-pyrazol-1-yl)-1,3,4-thiadiazol-2-yl)-4-(2,6-dimethoxyphenyl)-3-(((1r,4r)-4-hydroxycyclohexyl)oxy)-2-oxo-2H-pyran-6-carboxamide